CN[C@@H](C(C)C)C(=O)[O-] Methyl-L-valinate